C1N(CC[C@]12CNCCC2)CCO 2-{(R)-2,7-diaza-2-spiro[4.5]decyl}ethanol